2,2,2-Trichloroethyl (2-Azidopropyl)carbamate N(=[N+]=[N-])C(CNC(OCC(Cl)(Cl)Cl)=O)C